methyl 4-((1-(3-(7-fluoro-5-methyl-1-oxo-1,2-dihydroisoquinolin-3-yl)propanoyl)piperidin-4-yl)amino)benzoate FC1=CC(=C2C=C(NC(C2=C1)=O)CCC(=O)N1CCC(CC1)NC1=CC=C(C(=O)OC)C=C1)C